OCC(CO[Si]1(OCC(CO1)C)CCCSC(C)=O)C thioacetic acid S-[2-(3-hydroxy-2-methylpropoxy)-5-methyl-[1,3,2]dioxasilinan-2-ylpropyl] ester